C(C)(=O)OOOC methoxy acetyl peroxide